N1=CC=C(C=C1)C1=CC=C2C(=N1)SC(=N2)NC(=O)C2[C@H]1CNC[C@@H]21 (1R,5S,6r)-N-(5-(pyridin-4-yl)thiazolo[5,4-b]pyridin-2-yl)-3-azabicyclo[3.1.0]hexane-6-carboxamide